Methyl(4-hydroxy-1-methyl-7-phenoxyisoquinoline-3-carbonyl) glycinate NCC(=O)OC(=O)C=1N=C(C2=CC(=CC(=C2C1O)C)OC1=CC=CC=C1)C